FC(OC=1C=C(C=CC1)N1N=C(C=2C1=NC=C(C2)C(=O)NC2(CS(C2)(=O)=O)C)CC(C)(C)O)F 1-(3-(difluoromethoxy)phenyl)-3-(2-hydroxy-2-methylpropyl)-N-(3-methyl-1,1-dioxidothietan-3-yl)-1H-pyrazolo[3,4-b]pyridine-5-carboxamide